4-(5-(3-((4-chloro-2-(4-ethoxy-4-oxobutanoyl)-6-methoxybenzo[b]thiophen-5-yl)oxy)propoxy)-4-fluoro-6-methoxyisoindolin-2-yl)-4-oxobutanoic acid ethyl ester C(C)OC(CCC(=O)N1CC2=CC(=C(C(=C2C1)F)OCCCOC1=C(C2=C(SC(=C2)C(CCC(=O)OCC)=O)C=C1OC)Cl)OC)=O